7-[3-(Aminooxy)azetidin-1-yl]-6-fluoro-4-oxo-1-(1,3-thiazol-2-yl)-1,4-dihydro-1,8-naphthyridine-3-carboxylic acid NOC1CN(C1)C1=C(C=C2C(C(=CN(C2=N1)C=1SC=CN1)C(=O)O)=O)F